FC(C(C(F)(F)N(C1=CC=CC=C1)[N+]#N)(F)F)(C(F)(F)F)F nonafluorobutylanilinediazonium